FC1=CC=C2C(=CC=NC2=C1)N1CCN(CC1)C(=O)C1CN(C1)S(=O)(=O)C=1C=C(C=CC1)CC(=O)N (3-((3-(4-(7-fluoroquinolin-4-yl)piperazine-1-carbonyl)azetidin-1-yl)sulfonyl)phenyl)acetamide